3-(2-(2,6-dioxopiperidin-3-yl)-1,3-dioxoisoindolin-5-yl)-3-azabicyclo[3.1.0]hexane O=C1NC(CCC1N1C(C2=CC=C(C=C2C1=O)N1CC2CC2C1)=O)=O